BrC=1C=C2C=CC(=NC2=CC1)OCCCO 3-[(6-bromoquinolin-2-yl)oxy]propan-1-ol